2-methyl-4-(4-{[3-(trifluoromethyl)phenyl]methyl}pyridin-2-yl)benzoic acid CC1=C(C(=O)O)C=CC(=C1)C1=NC=CC(=C1)CC1=CC(=CC=C1)C(F)(F)F